(2r,3'r)-4,4-difluoro-N-(3-(2-((3-methoxy-1-methyl-1H-pyrazol-4-yl)amino)pyrimidin-4-yl)-1H-indol-7-yl)-1'-methyl-[1,3'-bipyrrolidine]-2-carboxamide FC1(C[C@@H](N(C1)[C@H]1CN(CC1)C)C(=O)NC=1C=CC=C2C(=CNC12)C1=NC(=NC=C1)NC=1C(=NN(C1)C)OC)F